C1(CC1)CC1=C(N=C(S1)NS(=O)(=O)C1=C(C=C(C=N1)NC(C)=O)C)C1=CC(=C(C=C1)F)F N-(6-(N-(5-(cyclopropylmethyl)-4-(3,4-difluorophenyl)thiazol-2-yl)sulfamoyl)-5-methylpyridin-3-yl)acetamide